2-(2-((2-(2,6-dioxopiperidin-3-yl)-1,3-dioxoisoindolin-5-yl)oxy)ethoxy)acetaldehyde O=C1NC(CCC1N1C(C2=CC=C(C=C2C1=O)OCCOCC=O)=O)=O